C(C=C)(=O)N1C[C@@H](N(CC1)C=1C2=C(N(C(N1)=O)C1=C(C=C(C=C1C)CO)C(C)C)N=C(C(=C2)Cl)C2=C(C=CC=C2)F)C (S)-4-(4-acryloyl-2-methylpiperazin-1-yl)-6-chloro-7-(2-fluorophenyl)-1-(4-(hydroxymethyl)-2-isopropyl-6-methylphenyl)pyrido[2,3-d]pyrimidin-2(1H)-one